O1C2C(CC1O)OCC2 hexahydrofuro[3,2-b]furanol